5-((tert-Butyldiphenylsilyl)oxy)-2-hydroxy-octahydro-pentalene-1-carboxylic acid methyl ester COC(=O)C1C(CC2CC(CC12)O[Si](C1=CC=CC=C1)(C1=CC=CC=C1)C(C)(C)C)O